(1s,4s)-4-(4-((4-((1,4-dioxaspiro[4.5]dec-8-yl)oxy)-5-(trifluoromethyl)pyrimidin-2-yl)amino)-5-chloro-1H-pyrazol-1-yl)-1-(ethylimino)hexahydro-1λ6-thiopyran 1-oxide O1CCOC12CCC(CC2)OC2=NC(=NC=C2C(F)(F)F)NC=2C=NN(C2Cl)C2CCS(CC2)(=NCC)=O